(2S,3R)-2-amino-3-(aminomethyl)-6-dihydroxyboryl-hexanoic acid dihydrochloride Cl.Cl.N[C@H](C(=O)O)[C@H](CCCB(O)O)CN